Rel-N-(((1S,2S)-2-aminocyclobutyl)methyl)-4-(1H-pyrrolo[2,3-b]pyridin-4-yl)-3,4-dihydro-2H-1,4-thiazine-6-carboxamide hydrochloride Cl.N[C@@H]1[C@@H](CC1)CNC(=O)C1=CN(CCS1)C1=C2C(=NC=C1)NC=C2 |o1:2,3|